4-{1-(1-ethyl-propyl)-7-[(quinolin-3-ylmethyl)-amino]-1H-pyrazolo[4,3-d]pyrimidin-5-yl}-piperazine-1-carboxylic acid amide C(C)C(CC)N1N=CC=2N=C(N=C(C21)NCC=2C=NC1=CC=CC=C1C2)N2CCN(CC2)C(=O)N